C(C)[P+](CC(C)C)(C)CC diethyl(methyl)(2-methylpropyl)-phosphonium